FC=1C=C(C=CC1F)N1C(CC[C@H]1C1=NC2=C(N1C1CC(C1)CO)C=CC(=C2)C=2C(=NOC2C)C)=O (S)-1-(3,4-difluorophenyl)-5-(5-(3,5-dimethylisoxazol-4-yl)-1-((1s,3R)-3-(hydroxymethyl)cyclobutyl)-1H-benzo[d]imidazol-2-yl)pyrrolidin-2-one